fluoro-3-oxopentane-1-sulfonate FC(CC(CC)=O)S(=O)(=O)[O-]